CN1N=CC(=C1)COC1=CC=C(C=C1)B(O)O (4-[(1-METHYL-1H-PYRAZOL-4-YL)METHOXY]PHENYL)BORANEDIOL